COCCOCCCC(=O)NCC(=O)N1C2CC2(CC1C(=O)N)C 2-((4-(2-methoxyethoxy)butyryl)glycyl)-5-methyl-2-azabicyclo[3.1.0]hexane-3-carboxamide